1-[(3-methylphenyl)methyl]-5-oxopyrrolidine-3-carboxylic acid CC=1C=C(C=CC1)CN1CC(CC1=O)C(=O)O